S1NCC(CC1)C(=O)N thiazinane-4-carboxamide